N-[4-[2-oxo-6-[2-(trifluoromethyl)phenyl]-1H-pyridin-4-yl]-2-pyridyl]pyrrolidine-1-carboxamide O=C1NC(=CC(=C1)C1=CC(=NC=C1)NC(=O)N1CCCC1)C1=C(C=CC=C1)C(F)(F)F